FC(C(=O)O)(F)F.N[C@H]1[C@@H](CCCC1)C1=C(C2=NC(=CC(=C2S1)NCC=1SC=CC1)Cl)I 2-((1R,2R)-2-aminocyclohexyl)-5-chloro-3-iodo-N-(thiophen-2-ylmethyl)thieno[3,2-b]pyridin-7-amine trifluoroacetate